C(#N)C1=CC(=C(C(=C1)C(C)C)CC(=O)N[S@@](=O)(=N)C1=C(N=C(S1)C(C)(C)O)C)C(C)C |o1:15| (S)- or (R)-2-(4-cyano-2,6-diisopropylphenyl)-N-(2-(2-hydroxypropan-2-yl)-4-methylthiazole-5-sulfonimidoyl)acetamide